OC(C)(C)C=1N=CC(=NC1)N1C(O[C@@]2(C1)C[C@]([C@H](CC2)OC)(C)CN2C=NC1=C2C=C(C=C1)C#N)=O (((5R,7R,8S)-3-(5-(2-hydroxy-prop-2-yl)pyrazin-2-yl)-8-methoxy-7-methyl-2-oxo-1-oxa-3-azaspiro[4.5]decan-7-yl)methyl)-1H-benzo[d]imidazole-6-carbonitrile